Cl.NC(C(=O)N1CCN(CC1)C(=O)NC1=NC(N(C=C1)C1=CC=C(C=C1)CN1CCC(CC1)(F)F)=O)(C)C 4-(2-Amino-2-methylpropanoyl)-N-(1-(4-((4,4-difluoropiperidin-1-yl)methyl)phenyl)-2-oxo-1,2-dihydropyrimidin-4-yl)piperazine-1-carboxamide hydrochloride salt